6-methoxy-2,7-dimethyl-8,9-dihydro-3H-[1,4]oxazino[3,2-H]quinazolin-4(7H)-one COC=1C=C2C(NC(=NC2=C2C1N(CCO2)C)C)=O